1,2-bis-(9Z-octadecenoyl)-sn-glycero-3-phosphoethanolamine C(C=CCCCCCCCCCCCCCCC)(=O)OC[C@@H](OC(C=CCCCCCCCCCCCCCCC)=O)COP(=O)(O)OCCN